(2-(6-chloro-3-methoxyquinolin-8-yl)-6-methoxybenzo[d]Thiazol-4-yl)(1-(trifluoromethyl)cyclobutyl)methanol ClC=1C=C2C=C(C=NC2=C(C1)C=1SC2=C(N1)C(=CC(=C2)OC)C(O)C2(CCC2)C(F)(F)F)OC